NC1=C(C(=NN1[C@@H]1C[C@H](CCCC1)N(C(=O)N1N=CN=C1)C)C1=CC=C(C=C1)CNC(C1=C(C=CC(=C1)F)OC)=O)C(N)=O N-((1S,3S)-3-(5-amino-4-carbamoyl-3-(4-((5-fluoro-2-methoxybenzamido)methyl)phenyl)-1H-pyrazol-1-yl)cycloheptyl)-N-methyl-1H-1,2,4-triazole-1-carboxamide